NC1(CCN(C2(CC2)C1)C(=O)NC=1C(=NN(C1)C1OCCCC1)C1=CC2=C(C=N1)C=NN2CC(C)C)C(F)(F)F 7-amino-N-[3-(1-isobutylpyrazolo[4,3-c]pyridin-6-yl)-1-tetrahydropyran-2-yl-pyrazol-4-yl]-7-(trifluoromethyl)-4-azaspiro[2.5]octane-4-carboxamide